CN(C(=O)C1=NC=NC(=C1)C1=CC(=CC=C1)Cl)C=1C=NC=CC1 6-(3-chloro-phenyl)-pyrimidine-4-carboxylic acid methyl-pyridin-3-yl-amide